CNC(=O)C1=CC2=C(N(C(=N2)C2=NC=CC=C2C(NC)=O)C=2C=C3CCC(NC3=CC2)=O)C=C1 n-methyl-2-[3-(methylcarbamoyl)-2-pyridinyl]-1-(2-oxo-3,4-dihydro-1H-quinolin-6-yl)benzimidazole-5-carboxamide